6-(4,6-Dichloro-5-methylaminopyridin-2-yl)-N2,N4-bis(1,1,1-trifluoroprop-2-yl)-1,3,5-Triazine-2,4-diamine ClC1=CC(=NC(=C1NC)Cl)C1=NC(=NC(=N1)NC(C(F)(F)F)C)NC(C(F)(F)F)C